CC1(OC=2C=C(C=C(C2CC1)O)C(C)(CCCCCC)C)C 2,2-Dimethyl-7-(2-methyloctan-2-yl)-3,4-dihydrochromen-5-ol